NC1=C2C(=NC=N1)N(N=C2C2=CC=C(C=C2)OC2=CC=CC=C2)C2CCN(CC2)CCN2CCN(CC2)CCCSC=2C=C1C(N(C(C1=CC2)=O)C2C(NC(CC2)=O)=O)=O 5-((3-(4-(2-(4-(4-amino-3-(4-phenoxyphenyl)-1H-pyrazolo[3,4-d]pyrimidin-1-yl)piperidin-1-yl)ethyl)piperazin-1-yl)propyl)thio)-2-(2,6-dioxopiperidin-3-yl)isoindoline-1,3-dione